COC1=NC=C(C=C1C=1C(=C(C=CC1F)S(=O)(=O)N)F)C=1C=C2C(=NC=NC2=C(C1)OCCN1CCOCC1)C (2-methoxy-5-(4-methyl-8-(2-morpholinoethoxy)quinazolin-6-yl)pyridin-3-yl)-2,4-difluorobenzenesulfonamide